NC1=NC=CC2=C1N(C(N2C[C@H]2N(CCC2)C(=O)C(C#N)=CC(C)(N2CCN(CC2)C)C)=O)C2=CC=C(C=C2)OC2=CC=CC=C2 (S)-2-(2-((4-amino-2-oxo-3-(4-phenoxyphenyl)-2,3-dihydro-1H-imidazo[4,5-c]pyridin-1-yl)methyl)pyrrolidine-1-carbonyl)-4-methyl-4-(4-methylpiperazin-1-yl)pent-2-enenitrile